4-[3-(4,7-diazaspiro[2.5]octan-7-yl)-1,2,4-triazin-6-yl]-7-pyrazol-1-yl-1H-indazole C1CC12NCCN(C2)C=2N=NC(=CN2)C2=C1C=NNC1=C(C=C2)N2N=CC=C2